5-chloro-2-[(2R,6S)-2,6-dimethyl-4-piperidyl]-1,3-benzothiazole ClC=1C=CC2=C(N=C(S2)C2C[C@H](N[C@H](C2)C)C)C1